zinc (II) trifluoromethanesulfinate FC(S(=O)[O-])(F)F.[Zn+2].FC(S(=O)[O-])(F)F